NC1=C(C=C(C=C1)C=1SC=CC1)NC(OCC1COCC1)=O (Tetrahydrofuran-3-yl)methyl (2-amino-5-(thiophen-2-yl)phenyl)carbamate